C(CC)C(C=O)CCC 2-PROPYL-VALERALDEHYDE